C1(CCCC1)C1=CC=C2C(=N1)NN=C2N 6-cyclopentyl-1H-pyrazolo[3,4-b]pyridin-3-amine